2-(tert-butyl)-4-(3-(3-(2-cyclopropyl-5-methyl-4-(1-(trifluoromethyl)cyclopropyl)-1H-imidazol-1-yl)-2,4-difluorophenyl)-3-azabicyclo[3.1.0]hex-6-yl)thiazole C(C)(C)(C)C=1SC=C(N1)C1C2CN(CC12)C1=C(C(=C(C=C1)F)N1C(=NC(=C1C)C1(CC1)C(F)(F)F)C1CC1)F